FC1=CC(=C(C2=C1OC(CO2)C=2C=NC(=CC2)OC)C)CN (8-fluoro-2-(6-methoxypyridin-3-yl)-5-methyl-2,3-dihydrobenzo[b][1,4]Dioxin-6-yl)methylamine